1-chloro-N-(5-methoxy-2-phenoxyphenyl)methanesulfonamide ClCS(=O)(=O)NC1=C(C=CC(=C1)OC)OC1=CC=CC=C1